6-(4-chloro-3-fluorophenyl)-2-(3-fluorophenyl)-N-[(2S)-1-hydroxy-3-methylbut-2-yl]-3-oxo-2,3-dihydropyridazine-4-carboxamide ClC1=C(C=C(C=C1)C=1C=C(C(N(N1)C1=CC(=CC=C1)F)=O)C(=O)N[C@H](CO)C(C)C)F